(±)-cis-N-[8-amino-6-(5-fluoro-4-methyl-3-pyridyl)-3-isoquinolyl]-2-fluoro-cyclopropanecarboxamide NC=1C=C(C=C2C=C(N=CC12)NC(=O)[C@H]1[C@H](C1)F)C=1C=NC=C(C1C)F |r|